C1C[C@@H](O[C@@H]1COP(=O)(O)O)O dideoxyribose 5-phosphate